ClC=1C=C(CC2=C(N=C(C3=CC(=CC=C23)C=2C(=NOC2C)C)N)N2CCN(CC2)CCN(C)C)C=CC1 (3-chlorobenzyl)-3-(4-(2-(dimethylamino)ethyl)piperazin-1-yl)-7-(3,5-dimethylIsoxazol-4-yl)isoquinolin-1-amine